(E)-3-(1,3-benzodioxol-5-yl)-N-(2-methylsulfonylethyl)-N-(1H-pyrazol-3-yl)prop-2-enamide O1COC2=C1C=CC(=C2)/C=C/C(=O)N(C2=NNC=C2)CCS(=O)(=O)C